9-(2-chlorophenyl)-2-(naphthalen-2-yl)phenanthrene ClC1=C(C=CC=C1)C=1C2=CC=CC=C2C=2C=CC(=CC2C1)C1=CC2=CC=CC=C2C=C1